C1(=CC=CC=C1)S(=O)(=O)N1CC=C(CC1)C=1C=C(C(=NC1)C(=O)OC)O methyl (5-(1-benzenesulfonyl-1,2,5,6-tetrahydropyridin-4-yl)-3-hydroxy-pyridine-2-carboxylate)